tert-butyl (7-((4-(2,6-dioxopiperidin-3-yl)phenyl)amino)-7-oxoheptyl)carbamate O=C1NC(CCC1C1=CC=C(C=C1)NC(CCCCCCNC(OC(C)(C)C)=O)=O)=O